8-((cyclopropylmethyl)thio)-1,7-dimethyl-1H-purine-2,6(3H,7H)-dione C1(CC1)CSC1=NC=2NC(N(C(C2N1C)=O)C)=O